C(C)(C)(CC)OOC(C(C)(C1=CC=CC=C1)OOC(C(OOC(C)(C)CC)C(=C)C)(C)C1=CC=CC=C1)C(=C)C t-amylperoxy-isopropenyl-cumylperoxide